oxo-thiolane-3,4-diol O=C1SCC(C1O)O